2,3-dihydro-2-oxo-1H-indole-7-carboxamide O=C1NC2=C(C=CC=C2C1)C(=O)N